CC(=O)N[C@@H]1[C@H]([C@@H]([C@H](O[C@H]1O[C@@H]2[C@H](O[C@H]([C@H]([C@H]2O)O)O[C@@H]3[C@H](OC([C@@H]([C@H]3O)NC(=O)C)O)CO)CO)CO)O)O The molecule is an amino trisaccharide consisting of 2-acetamido-2-deox-beta-D-glucoyranosyl, beta-D-mannopyranosyl and 2-acetamido-2-deoxy-D-glucopyranosyl residues joined in sequence by (1->4) glycosidic linkages. It is an amino sugar, an amino trisaccharide and a member of acetamides. It derives from a beta-D-Manp-(1->4)-D-GlcpNAc.